C(#N)C1=CC(=C(C=C1)NS(=O)(=O)C1=CNC(=C1)C1=C(C(=CC=C1)F)OC)F N-(4-cyano-2-fluoro-phenyl)-5-(3-fluoro-2-methoxy-phenyl)-1H-pyrrole-3-sulfonamide